tert-butyl (4-hydroxy-1-methylcyclohexyl)(methyl)carbamate OC1CCC(CC1)(C)N(C(OC(C)(C)C)=O)C